7-pyran-2,4,5-triyl triacetate C(C)(=O)OC1OC=C(C(=C1)OC(C)=O)OC(C)=O